COC1=C2C(NC(=NC2=CC(=C1)OC)C1=CC=C(C=C1)N1CCC(CC1)CN1C(CN(CC1C)C=1C=C2C(N(C(C2=CC1F)=O)C1C(NC(CC1)=O)=O)=O)C)=O 5-(4-((1-(4-(5,7-dimethoxy-4-oxo-3,4-dihydroquinazolin-2-yl)phenyl)piperidin-4-yl)methyl)-3,5-dimethylpiperazin-1-yl)-2-(2,6-dioxopiperidin-3-yl)-6-fluoroisoindoline-1,3-dione